Cl.N[C@H]1C[C@H](CCC1)C1=NN=C2N1C=C(C(=C2)OC)C(=O)OC methyl 3-[(1S,3R)-3-aminocyclohexyl]-7-methoxy-[1,2,4]triazolo[4,3-a]pyridine-6-carboxylate hydrochloride